5-amino-N-(4-(3-aminoprop-1-yn-1-yl)phenyl)pentanamide NCCCCC(=O)NC1=CC=C(C=C1)C#CCN